tert-butyl (6-(6-(cyclopropanecarboxamido)-1-((2-(trimethylsilyl)ethoxy)methyl)-1H-pyrrolo[2,3-b]pyridin-3-yl)pyridin-2-yl)carbamate C1(CC1)C(=O)NC1=CC=C2C(=N1)N(C=C2C2=CC=CC(=N2)NC(OC(C)(C)C)=O)COCC[Si](C)(C)C